2-(8-((2S,5R)-2-ethyl-5-methyl-4-(1-(2-methylbenzo[d]thiazol-6-yl)propyl)piperazin-1-yl)-5-methyl-6-oxo-5,6-dihydroimidazo[1,2-b]pyridazin-2-yl)acetonitrile C(C)[C@@H]1N(C[C@H](N(C1)C(CC)C1=CC2=C(N=C(S2)C)C=C1)C)C=1C=2N(N(C(C1)=O)C)C=C(N2)CC#N